CC(CC=C)(C)C trimethyl-butene